C(C1=CC=CC=C1)OCC(C(=O)N1CC2=CC=C(C=C2C1)C(F)(F)F)CC(=O)C1CC1 2-((Benzyloxy)methyl)-4-cyclopropyl-1-(5-(trifluoromethyl)isoindolin-2-yl)butan-1,4-dione